α-t-butyl-α-(p-chlorophenylethyl)-1H-1,2,4-triazole-1-ethanol C(C)(C)(C)C(CN1N=CN=C1)(O)CCC1=CC=C(C=C1)Cl